C1(CCC1)C(=O)N1[C@H]([C@H](CC1)NS(=O)(=O)C)CC=1C=C(C=C(C1)F)C1=CC(=CC=C1)F N-(cis-1-(cyclobutylcarbonyl)-2-((3',5-difluorobiphenyl-3-yl)methyl)pyrrolidin-3-yl)methanesulfonamide